C(C1=CC=CC=C1)N1C(C(NC2=CC(=CC=C12)F)=O)C(F)F 4-benzyl-3-(difluoromethyl)-7-fluoro-3,4-dihydroquinoxalinone